FC(CC)(F)C=1C=C(C=CC1)NC(=O)C=1[N+](=C(NC1C)C1C=C(C(=CC1=O)OC)C1=C(C=CC=C1C)C)[O-] 4-((3-(1,1-difluoropropyl)phenyl)carbamoyl)-2-(4-oxo-6-methoxy-2',6'-dimethyl-[1,1'-biphenyl]-3-yl)-5-methyl-1H-imidazole 3-oxide